C(C)OC1=C(C=C2C(=NC=NC2=C1)C=1C(=NN(C1)C)C1=CC=CC=C1)NC(=O)C=1C=NN(C1)C(F)(F)F N-(7-ethoxy-4-(1-methyl-3-phenyl-1H-pyrazol-4-yl)quinazolin-6-yl)-1-(trifluoromethyl)-1H-pyrazole-4-carboxamide